tert-butyl N-[3-[[2,6-bis[3-(tert-butoxycarbonylamino)propylcarbamoyl]pyridine-4-carbonyl]amino]propyl]carbamate C(C)(C)(C)OC(=O)NCCCNC(=O)C1=NC(=CC(=C1)C(=O)NCCCNC(OC(C)(C)C)=O)C(NCCCNC(=O)OC(C)(C)C)=O